C(#N)C=1C=C(NC(C1)=O)N1CCN(CC1)S(=O)(=O)C=1C=C2CCN(C2=CC1)C(=O)C1=C(C=CC=C1)N(S(=O)(=O)C)C N-(2-(5-((4-(4-cyano-6-oxo-1,6-dihydropyridin-2-yl)piperazin-1-yl)sulfonyl)indoline-1-carbonyl)phenyl)-N-methylmethanesulfonamide